S1C2=C(C(=C1)\C=C/1\C(N(C(N1)=O)C)=O)C=CC=C2 (Z)-5-(benzo[b]thiophen-3-ylmethylene)-3-methylimidazolidine-2,4-dione